NCCC(CC[Si](OCC)(OCC)OCC)N 3-(2-aminoethyl)-aminopropyl-triethoxysilane